1-[2-(dibutylamino)-2-oxo Ethyl]-2-(4-methoxyphenyl)pyrrolidine-3-carboxylate C(CCC)N(C(CN1C(C(CC1)C(=O)[O-])C1=CC=C(C=C1)OC)=O)CCCC